N-[(1R)-1-(3,4-Dimethoxyphenyl)ethyl]-2-methyl-5-(4-methyl-1,4-diazepan-1-yl)benzamide COC=1C=C(C=CC1OC)[C@@H](C)NC(C1=C(C=CC(=C1)N1CCN(CCC1)C)C)=O